NC=1C2=C(N=CN1)N(C=C2C(=O)O)[C@H]2CN(CCC2)C(=O)OC(C)(C)C (R)-4-amino-7-(1-(tert-Butoxycarbonyl)piperidin-3-yl)-7H-pyrrolo[2,3-d]pyrimidine-5-carboxylic acid